(5-(3-Ethyl-1H-pyrrolo[2,3-b]pyridin-5-yl)-2-methoxyphenyl)dimethylphosphine oxide C(C)C1=CNC2=NC=C(C=C21)C=2C=CC(=C(C2)P(C)(C)=O)OC